N(=[N+]=[N-])[C@H]1C[C@@H](O[C@@H]1CO)N1C(=O)NC(=O)C(C)=C1 3'-Azido-3'-deoxythymidine